N1CC(C1)N1N=CC(=C1)C1=C2C(=NC=C1)NC=C2 4-(1-(azetidin-3-yl)-1H-pyrazol-4-yl)-1H-pyrrolo[2,3-b]pyridin